FC1=NC(=C2N=CN(C2=N1)C1CCC(O1)C=O)NC(C1=CC=CC=C1)(C1=CC=CC=C1)C1=CC=C(C=C1)OC 5-(2-fluoro-6-{[(4-methoxyphenyl)diphenylmethyl]amino}purin-9-yl)oxolane-2-carbaldehyde